CNN(C([S-])=S)NC.[Na+] sodium N,N-dimethylaminodithiocarbamate